NC=1N=NC=CC1CCC[C@@H](C(=O)OC)NC(=O)OC(C)(C)C (S)-methyl 5-(3-aminopyridazin-4-yl)-2-((tert-butoxycarbonyl)amino)pentanoate